maleinamide C(\C=C/C(=O)N)(=O)N